(Z)-3-((1H-pyrrolo[2,3-c]pyridin-2-yl)methylene)-7-fluoro-5-(8-methyl-2,3-dihydro-1H-pyrido[2,3-b][1,4]oxazin-7-yl)indolin-2-one N1C(=CC=2C1=CN=CC2)\C=C\2/C(NC1=C(C=C(C=C21)C2=C(C1=C(OCCN1)N=C2)C)F)=O